4-(2-(2-(2-(4-((2-(2-(Benzyloxy)-4,6-dihydroxy-3-methylbenzoyl)isoindolin-5-yl)methyl)piperazin-1-yl)ethoxy)ethoxy)ethoxy)-2-(2,6-dioxopiperidin-3-yl)isoindoline-1,3-dione C(C1=CC=CC=C1)OC1=C(C(=O)N2CC3=CC=C(C=C3C2)CN2CCN(CC2)CCOCCOCCOC2=C3C(N(C(C3=CC=C2)=O)C2C(NC(CC2)=O)=O)=O)C(=CC(=C1C)O)O